2-methyl-N-(3-(trifluoromethoxy)benzyl)quinazolin-4-carboxamide CC1=NC2=CC=CC=C2C(=N1)C(=O)NCC1=CC(=CC=C1)OC(F)(F)F